(2R,4R)-6-chloro-4-hydroxy-N-[3-({(1RS,2SR)-2-[(trifluoromethoxy)methyl]cyclopropane-1-carbonyl}amino)bicyclo[1.1.1]pentan-1-yl]-3,4-dihydro-2H-1-benzopyran-2-carboxamide ClC=1C=CC2=C([C@@H](C[C@@H](O2)C(=O)NC23CC(C2)(C3)NC(=O)[C@H]3[C@H](C3)COC(F)(F)F)O)C1 |&1:21,22|